N1=CN=CC(=C1)C=1N=NN(C1)[C@@H]1CN(C[C@H]1OCC1=CC=C(C=C1)C(F)(F)F)C(C=C)=O 1-(trans-3-(4-(pyrimidin-5-yl)-1H-1,2,3-triazol-1-yl)-4-(4-(trifluoromethyl)benzyloxy)pyrrolidin-1-yl)prop-2-en-1-one